1-tetradecanoyl-2-(9Z,12Z,15Z-octadecatrienoyl)-glycero-3-phospho-(1'-sn-glycerol) CCCCCCCCCCCCCC(=O)OC[C@H](COP(=O)(O)OC[C@H](CO)O)OC(=O)CCCCCCC/C=C\C/C=C\C/C=C\CC